FC=1C=C(C=CC1)NC(=O)NC1=CC(=CC=C1)SC (3-fluorophenyl)-3-(3-methylsulfanylphenyl)urea